NC1=C2C(=NC=N1)N(N=C2I)[C@@H]2[C@H]1CN([C@@H](C2)C1)C(=O)OC(C)(C)C tert-butyl (1R,4R,5S)-5-(4-amino-3-iodo-1H-pyrazolo[3,4-d]pyrimidin-1-yl)-2-azabicyclo[2.2.1]heptane-2-carboxylate